2-amino-6-(2-(2,6-dioxopiperidin-3-yl)-1-oxoisoindolin-5-yl)nicotinonitrile NC1=C(C#N)C=CC(=N1)C=1C=C2CN(C(C2=CC1)=O)C1C(NC(CC1)=O)=O